C(C)(C)(C)OC(=O)N1C(CC2=C(CC1)C=C(C=C2)NC(C2=CC=CC=C2)C2=CC=CC=C2)C 7-((benzhydryl)amino)-2-methyl-1,2,4,5-tetrahydro-3H-benzo[d]azepine-3-carboxylic acid tert-butyl ester